3-(pentafluorosulfanyl)phenylboronic acid pinacol ester FS(C=1C=C(C=CC1)B1OC(C)(C)C(C)(C)O1)(F)(F)(F)F